O1C=CC=2C=C3C=CCOC3=CC21 furo[3,2-g]chromen